ClC1=CC(=C(C(=O)C2CCN(CC2)C(=O)[C@@H]2OC(OC2)(C)C)C=C1Cl)OC 4-(4,5-dichloro-2-methoxybenzoyl)-1-[(4R)-2,2-dimethyl-1,3-dioxolane-4-carbonyl]piperidine